(Z,Z)-5,9-Tridecadienyl acetate C(C)(=O)OCCCC\C=C/CC\C=C/CCC